FC1(CCC(CC1)[C@@H](C(NC1=NC=CC(=C1)C(CC(F)(F)F)NC(CCC(F)(F)F)=O)=O)NC(=O)C1=C(C=NO1)CC)F N-((1S)-1-(4,4-difluorocyclohexyl)-2-oxo-2-((4-(3,3,3-trifluoro-1-(4,4,4-trifluorobutanamido)propyl)pyridin-2-yl)amino)ethyl)-4-ethylisoxazole-5-carboxamide